N-(3-chloro-2-fluorophenylmethylene)-2-methylpropane-2-sulfinamide ClC=1C(=C(C=CC1)C=NS(=O)C(C)(C)C)F